2-(4-methoxy-5-(2,2,2-trifluoroethyl)-5H-pyrimido[5,4-b]indol-8-yl)ethan-1-ol COC1=NC=NC2=C1N(C=1C=CC(=CC21)CCO)CC(F)(F)F